(5-(4-(4-(2-chloro-5-fluorophenoxy)piperidin-1-yl)phenyl)-1,3,4-oxadiazol-2-yl)methyl acetate C(C)(=O)OCC=1OC(=NN1)C1=CC=C(C=C1)N1CCC(CC1)OC1=C(C=CC(=C1)F)Cl